The molecule is an L-methionine derivative that is the ester obtained by formal condensation of the carboxy group of N-formyl-L-methionine with the 3'-hydroxy group of AMP. It has a role as a Mycoplasma genitalium metabolite. It is an adenosine 5'-phosphate, a L-methionine derivative and a purine ribonucleoside 5'-monophosphate. It derives from an adenosine 5'-monophosphate and a N-formyl-L-methionine. CSCC[C@@H](C(=O)O[C@@H]1[C@H](O[C@H]([C@@H]1O)N2C=NC3=C(N=CN=C32)N)COP(=O)(O)O)NC=O